C(C)OC(=O)C1=C(N=CN1C(C)C1=CC(=CC=C1)OC)F 4-fluoro-1-[1-(3-methoxyphenyl)ethyl]-1H-imidazole-5-carboxylic acid ethyl ester